5-(azetidin-2-ylmethoxy)-2-methyl-N-(1-(2-methyl-7-(3,3,3-trifluoropropyl)quinolin-5-yl)cyclopropyl)benzamide N1C(CC1)COC=1C=CC(=C(C(=O)NC2(CC2)C2=C3C=CC(=NC3=CC(=C2)CCC(F)(F)F)C)C1)C